4-methyl-5-(3-(thiophen-3-yl)acryloyl)thieno[2,3-b]pyridin-6(7H)-one CC=1C2=C(NC(C1C(C=CC1=CSC=C1)=O)=O)SC=C2